COCC1(CC1)NC(O[C@H]1CO[C@H](C1)C1=NNC(=C1)NC=1C=2N(C=CN1)N=C(C2)COC)=O (3R,5R)-5-(5-((2-(methoxymethyl) pyrazolo[1,5-a]pyrazin-4-yl)amino)-1H-pyrazol-3-yl)tetrahydrofuran-3-yl (1-(methoxymethyl)cyclopropyl)carbamate